(S)-9-(3-Ethyl-2-oxo-pentyl)-2-((R)-3-methylmorpholin-4-yl)-8-trifluoromethyl-6,7,8,9-tetrahydro-pyrimido[1,2-a]-pyrimidin-4-one C(C)C(C(CN1[C@@H](CCN2C1=NC(=CC2=O)N2[C@@H](COCC2)C)C(F)(F)F)=O)CC